CC(CCN(C)C)NC 1,N1,N3,N3-tetramethylpropane-1,3-diamine